((2S,3R,4R)-4-(3,4-dimethoxybenzyl)-2-(3,4-dimethoxyphenyl)tetrahydrofuran-3-yl)methyl-3,3-dimethylbutanoate COC=1C=C(C[C@@H]2[C@@H]([C@H](OC2)C2=CC(=C(C=C2)OC)OC)COC(CC(C)(C)C)=O)C=CC1OC